3-((4-((3-(N-(tert-butyl)sulfamoyl)phenyl)amino)-5-methylpyrimidin-2-yl)amino)-N-(4-(4-methylpiperazin-1-yl)phenyl)benzamide C(C)(C)(C)NS(=O)(=O)C=1C=C(C=CC1)NC1=NC(=NC=C1C)NC=1C=C(C(=O)NC2=CC=C(C=C2)N2CCN(CC2)C)C=CC1